C(#N)C(CCSC#N)C=1C=C(C=NC1)SCC 5-(1-Cyano-3-thiocyanatopropyl)-3-ethylsulfanylpyridin